BrC=1C=NC(=NC1)C1(CCC1)NC(OC(C)(C)C)=O tert-Butyl N-[1-(5-bromopyrimidin-2-yl)cyclobutyl]carbamate